N-methyl-pyridine CN1CC=CC=C1